tert-Butyl 6-(6-oxo-2,7-diazaspiro[4.6]undecan-2-yl)pyridine-3-carboxylate O=C1C2(CCN(C2)C2=CC=C(C=N2)C(=O)OC(C)(C)C)CCCCN1